1-(2,6-dibromo-4-(tert-butyl)phenyl)-1H-benzo[d]imidazol-3-ium chloride [Cl-].BrC1=C(C(=CC(=C1)C(C)(C)C)Br)N1C=[NH+]C2=C1C=CC=C2